C(C)OC(=O)N1C(/C(/CC1)=C/C#CC1=NC(=CC=C1)NC)(C)C.CC(C)(C)S(=O)(=O)N=CC1=NN(C=C1)C 2-methyl-N-((1-methyl-1H-pyrazol-3-yl)methylene)propane-2-sulfonamide ethyl-(3E)-2,2-dimethyl-3-{3-[6-(methylamino)pyridin-2-yl]prop-2-yn-1-ylidene}pyrrolidine-1-carboxylate